dinitrogen pentoxide [N+](=O)([O-])O[N+](=O)[O-]